tert-butyl (6-(2-bromoethyl)-1-methylpiperidin-3-yl)carbamate BrCCC1CCC(CN1C)NC(OC(C)(C)C)=O